(R)-2-(((R)-cyclopropyl-(2-fluoro-4-(trifluoromethyl)phenyl)methyl)carbamoyl)pyrrolidine-1-carboxylic acid tert-butyl ester C(C)(C)(C)OC(=O)N1[C@H](CCC1)C(N[C@@H](C1=C(C=C(C=C1)C(F)(F)F)F)C1CC1)=O